FC1=CC=C(C=C1)C1=C(C(=NN1C)NC(CC(C)(C)C)=O)C(C)C N-(5-(4-fluorophenyl)-4-isopropyl-1-methyl-1H-pyrazol-3-yl)-3,3-dimethylbutyramide